8-(2,4-Dichlorophenyl)-9-(4-((1-(3-fluoropropyl)azetidin-3-yl)methyl)phenyl)-4-methoxy-6,7-dihydro-5H-benzo[7]annulen ClC1=C(C=CC(=C1)Cl)C=1CCCC2=C(C1C1=CC=C(C=C1)CC1CN(C1)CCCF)C=CC=C2OC